FC(OC=1C=C(C=CC1)C1=C(N=CC=N1)OCC)F 6-[3-(Difluoromethoxy)phenyl]-5-ethoxypyrazin